OCCNC=1C=C(C=C(C1OC)C)NCCO 2-({3-[(2-hydroxyethyl)-amino]-4-methoxy-5-methylphenyl}amino)ethanol